FC(C=1C=CC=2NC3=CC=CC=C3OC2C1)(F)F 3-trifluoromethylphenoxazine